C1(CC1)C=1N=C(SC1)NC(/C=C/C(=O)OCC)=O (E)-ethyl 4-((4-cyclopropylthiazol-2-yl)amino)-4-oxobut-2-enoate